NC1CCC(CC1)CC(=O)OC[C@H]1O[C@@]([C@@H]([C@@H]1O)O)(C#N)C1=CC=C2C(=NC=NN21)N ((2R,3S,4R,5R)-5-(4-aminopyrrolo[2,1-f][1,2,4]triazin-7-yl)-5-cyano-3,4-dihydroxytetrahydrofuran-2-yl)methyl 2-((1r-4R)-4-aminocyclohexyl)acetate